C1OCC12CC(C2)NC(=O)[C@@H]2CC21CCN(CC1)C(=O)[O-] |r| (±)-1-((2-oxaspiro[3.3]heptan-6-yl)carbamoyl)-6-azaspiro[2.5]octane-6-carboxylate